C(C)C(CC(=O)NC(C(=O)O)CCN(CCCCC1=NC=2NCCCC2C=C1)CCCF)CC 2-(3-ethylpentanoylamino)-4-[3-fluoropropyl-[4-(5,6,7,8-tetrahydro-1,8-naphthyridin-2-yl)butyl]amino]butanoic acid